2-amino-6-borono-2-(3-(4-(3-methoxybenzoyl)piperazin-1-yl)propyl)hexanoic acid NC(C(=O)O)(CCCCB(O)O)CCCN1CCN(CC1)C(C1=CC(=CC=C1)OC)=O